methyl (S)-3-(3-(tert-butyl)-5-(3,5-dimethyl-1H-pyrazol-1-yl)phenyl)-4-(2-((5,6,7,8-tetrahydro-1,8-naphthyridin-2-yl)methyl)-2,6-diazaspiro[3.4]octan-6-yl)butanoate C(C)(C)(C)C=1C=C(C=C(C1)N1N=C(C=C1C)C)[C@H](CC(=O)OC)CN1CC2(CN(C2)CC2=NC=3NCCCC3C=C2)CC1